1,1,1,2,2,3,3,4,4,5,5,6,6,7,7,8,8-heptadecafluorooctadecane FC(C(C(C(C(C(C(C(CCCCCCCCCC)(F)F)(F)F)(F)F)(F)F)(F)F)(F)F)(F)F)(F)F